P(=O)(OOCCCOC)(OOCCCOC)OOCCCOC tris(methoxypropoxy) phosphate